6-chloro-3-((1-(2-(isoindolin-2-yl)-3,7-dimethyl-4-oxo-4H-pyrido[1,2-a]pyrimidin-9-yl)ethyl)amino)picolinic acid ClC1=CC=C(C(=N1)C(=O)O)NC(C)C1=CC(=CN2C1=NC(=C(C2=O)C)N2CC1=CC=CC=C1C2)C